BrC1=CC(=C(OCC(=O)O)C=C1)C(C(C)C)(F)F [4-bromo-2-(1,1-difluoro-2-methylpropyl)phenoxy]acetic acid